COCC1N(CCNC1)C1=NC=CC(=N1)C1=CC=CC=C1 2-(2-(methoxymethyl)piperazin-1-yl)-4-phenylpyrimidine